C1(CC1)N1C(C=C(C(=C1)OC1=C(C=CC=C1C)C)C=1C2=C(C(N(C1)C)=O)N(C(=C2)C2=C(C(=CC=C2)OC)F)S(=O)(=O)C2=CC=C(C)C=C2)=O 4-(1-cyclopropyl-5-(2,6-dimethylphenoxy)-2-oxo-1,2-dihydropyridin-4-yl)-2-(2-fluoro-3-methoxyphenyl)-6-methyl-1-tosyl-1,6-dihydro-7H-pyrrolo[2,3-c]pyridin-7-one